tert-butyl 7-((3-chloro-5-cyclopropyl-7-((2-(trimethylsilyl)ethoxy)methyl)-7H-pyrrolo[2,3-c]pyridazin-6-yl)methyl)-3-oxa-7,9-diazabicyclo[3.3.1]nonane-9-carboxylate ClC1=CC2=C(N=N1)N(C(=C2C2CC2)CN2CC1COCC(C2)N1C(=O)OC(C)(C)C)COCC[Si](C)(C)C